(isopropyl)(isopropylbenzofuropyridineyl)pyridine C(C)(C)C=1C(=NC=CC1)C1=NC2=C(C=C1C(C)C)OC1=C2C=CC=C1